OC1(CC(C1)N1C(C=CC=2C=C(C=NC12)OCCN1CCC2(CC1)C(NC1=CC=C(C=C12)C#N)=O)=O)C 1'-(2-{[8-(3-hydroxy-3-methylcyclobutyl)-7-oxo-7,8-dihydro-1,8-naphthyridin-3-yl]oxy}ethyl)-2-oxo-1,2-dihydrospiro[indole-3,4'-piperidine]-5-carbonitrile